2-(2-Chloro-5-isopropyl-8-oxothieno[2',3':4,5]pyrrolo[1,2-d][1,2,4]triazin-7(8H)-yl)-N-(2-chloropyridin-3-yl)acetamide ClC1=CC2=C(C=C3N2C(=NN(C3=O)CC(=O)NC=3C(=NC=CC3)Cl)C(C)C)S1